6-azaspiro[3.4]octane-2-ol trifluoroacetate FC(C(=O)O)(F)F.C1C(CC12CNCC2)O